N,N'-bis(1-oxyl-2,2,6,6-tetramethylpiperidin-4-yl)-N,N'-bisformyl-1,6-diaminohexane ON1C(CC(CC1(C)C)N(CCCCCCN(C=O)C1CC(N(C(C1)(C)C)O)(C)C)C=O)(C)C